N-(1-cyclohexyl-1H-pyrazol-5-yl)-2-(4-fluoro-3-hydroxyphenyl)oxazole-5-carboxamide C1(CCCCC1)N1N=CC=C1NC(=O)C1=CN=C(O1)C1=CC(=C(C=C1)F)O